ethylene glycol monomethyl-2-cyanoacrylate CC=C(C(=O)OCCO)C#N